tris(methyl)silane C[SiH](C)C